C(C)OC(=O)C=1N=C(SC1)N1N=C(C(=C1CC1CC1)CC1=CC(=C(C=C1)S(N)(=O)=O)F)C1=CC(=C(C=C1)F)Cl 2-[3-(3-chloro-4-fluorophenyl)-5-(cyclopropylmethyl)-4-[(3-fluoro-4-sulfamoylphenyl)methyl]pyrazol-1-yl]-1,3-thiazole-4-carboxylic acid ethyl ester